1-(4-bromobenzyl)-9H-pyrido[2,3-b]indole BrC1=CC=C(CN2CC=CC3=C2NC2=CC=CC=C32)C=C1